2-(9-ethyl-2-(3-(1-methyl-1H-pyrazol-3-yl)phenyl)-6-morpholino-9H-purin-8-yl)propan-2-ol C(C)N1C2=NC(=NC(=C2N=C1C(C)(C)O)N1CCOCC1)C1=CC(=CC=C1)C1=NN(C=C1)C